Piperidine-3,5-Diylbis(Butane-4,1-Diyl) Bis(2-Hexyldecanoate) C(CCCCC)C(C(=O)OCCCCC1CNCC(C1)CCCCOC(C(CCCCCCCC)CCCCCC)=O)CCCCCCCC